BrCC=1C(=NC=C(C1)Cl)F 3-(bromomethyl)-5-chloro-2-fluoropyridine